3-(4-(4-((5-cyclopropyl-3-(2,6-dichlorophenyl)isoxazol-4-yl)methoxy)-3-methylpiperidin-1-yl)phenyl)-1,2,4-oxadiazol-5(4H)-one C1(CC1)C1=C(C(=NO1)C1=C(C=CC=C1Cl)Cl)COC1C(CN(CC1)C1=CC=C(C=C1)C1=NOC(N1)=O)C